FC(C(=O)[O-])(F)F.C1=CC=CC2=[S+]C3=CC=CC=C3N=C12 phenothiazin-5-ium trifluoroacetat